3-amino-6-(4-(2-(3,5-difluorophenyl)-2-hydroxyacetamido)-2-methylphenyl)-N-(2,2,2-trifluoroethyl)pyrazine-2-carboxamide NC=1C(=NC(=CN1)C1=C(C=C(C=C1)NC(C(O)C1=CC(=CC(=C1)F)F)=O)C)C(=O)NCC(F)(F)F